ClC=1C(N(N=CC1)CC1=CC=C(C=C1)OC)=O 4-chloro-2-(4-methoxybenzyl)pyridazin-3(2H)-one